C(C)(C)(C)C=1C=C(C=C(C1O)C)CCC(=O)C1=C(C=CC=C1)Cl 3-(3-tertiary butyl-4-hydroxy-5-methylphenyl)propionyl-chlorobenzene